C(C)(C)N1CC2=CC=CC(=C2C1)C=1N=NNC1 4-(2-isopropylisoindolin-4-yl)-1H-1,2,3-triazol